CNC(C1=CC(=CC=C1)C)=O N,3-dimethylbenzamide